C[C@@H]1COCCN1C=1C(=NC=CC1C(C)(C)S(=O)(=O)C)NC1=CC=NN1C1OCCCC1 ((R)-3-methylmorpholino)-4-(2-(methylsulfonyl)propan-2-yl)-N-(1-(tetrahydro-2H-pyran-2-yl)-1H-pyrazol-5-yl)pyridin-2-amine